ClC=1NC(C2=C(N1)N(C=C2I)CC(=O)O)=O 2-(2-chloro-5-iodo-4-oxo-3H-pyrrolo[2,3-d]pyrimidin-7(4H)-yl)acetic acid